6-(3-bromophenyl)-N-(2,4-dimethoxybenzyl)pyrimido[5,4-d]pyrimidin-4-amine BrC=1C=C(C=CC1)C=1N=CC=2N=CN=C(C2N1)NCC1=C(C=C(C=C1)OC)OC